CC1=NN=C2N1C1=C(C(=N[C@H]2C)C2=CC=C(C=C2)C2=CC=C(C=C2)C(=O)O)C2=C(S1)CCC2 4'-[(4S)-1,4-dimethyl-8,9-dihydro-4H,7H-cyclopenta[4,5]thieno[3,2-f][1,2,4]triazolo[4,3-a][1,4]diazepin-6-yl][1,1'-biphenyl]-4-carboxylic acid